(S)-N-(5-(2-(2-aminopyridin-3-yl)-5-(3-(hydroxymethyl)-1H-pyrazol-1-yl)-3H-imidazo[4,5-b]pyridin-3-yl)-2,3-dihydro-1H-inden-1-yl)-3-formyl-4-hydroxybenzamide NC1=NC=CC=C1C1=NC=2C(=NC(=CC2)N2N=C(C=C2)CO)N1C=1C=C2CC[C@@H](C2=CC1)NC(C1=CC(=C(C=C1)O)C=O)=O